C(C)C(C)C(CC)(OC(=O)C1C2C=CC(C1)C2)C 5-(2-ethyl-3-methyl-3-pentyloxycarbonyl)-bicyclo[2.2.1]hept-2-ene